N-(8-fluoro-7-(2-hydroxypropan-2-yl)-2-(piperidin-4-yl)imidazo[1,2-a]pyridin-6-yl)-6-((1s,2s)-2-(trifluoromethyl)cyclopropyl)pyridinecarboxamide FC=1C=2N(C=C(C1C(C)(C)O)NC(=O)C1=NC(=CC=C1)[C@@H]1[C@H](C1)C(F)(F)F)C=C(N2)C2CCNCC2